tungsten disilicide [Si]#[W]#[Si]